C(=O)(O)CCCO[C@]1(O[C@H]([C@@H]([C@H](C1)O)NC(CO)=O)[C@@H]([C@@H](CNC(CC1=CC=C(C=C1)Cl)=O)O)O)C(=O)O (2R,4S,5R,6R)-2-(3-carboxypropoxy)-6-((1R,2R)-3-(2-(4-chlorophenyl)acetamido)-1,2-dihydroxypropyl)-4-hydroxy-5-(2-hydroxyacetamido)tetrahydro-2H-pyran-2-carboxylic acid